(3-(Tetradecyloxy)-5-(undecyloxy)phenyl)methanol Methyl-1-(6-chloropyridin-3-yl)-4-formyl-1H-pyrazole-3-carboxylate CC1=C(C(=NN1C=1C=NC(=CC1)Cl)C(=O)OCC1=CC(=CC(=C1)OCCCCCCCCCCC)OCCCCCCCCCCCCCC)C=O